4-(((1-methyl-1H-pyrazol-3-yl)methyl)sulfonyl)-N-(2-(6-nitropyridin-3-yl)ethyl)benzamide CN1N=C(C=C1)CS(=O)(=O)C1=CC=C(C(=O)NCCC=2C=NC(=CC2)[N+](=O)[O-])C=C1